(2S,3S)-3-(2-(5-chloro-1H-pyrrolo[2,3-b]pyridin-3-yl)-7-methyl-8-oxo-7,8-dihydro-9H-purin-9-yl)bicyclo[2.2.2]octane-2-carboxylic acid ClC=1C=C2C(=NC1)NC=C2C2=NC=C1N(C(N(C1=N2)[C@@H]2[C@H](C1CCC2CC1)C(=O)O)=O)C